CN1CC(OCCC1)CN1CCC(CC1)C=1C=C(N)C=CC1 3-{1-[(4-methyl-1,4-oxazepan-2-yl)methyl]piperidin-4-yl}aniline